C(C)(C)C1=C(C(=CC(=C1)C(C)C)C(C)C)C1=C(C=CC=C1)P [2-(2,4,6-triisopropylphenyl)phenyl]phosphane